(2R)-2-[[(2R)-2-(tert-butoxycarbonylamino)-3-phenyl-propionyl] amino]-5-phenyl-pent-4-ynoate C(C)(C)(C)OC(=O)N[C@@H](C(=O)N[C@@H](C(=O)[O-])CC#CC1=CC=CC=C1)CC1=CC=CC=C1